4-(4-fluorophenyl)-5,6,7,8,9,10-hexahydrocycloocta[b]pyridine FC1=CC=C(C=C1)C1=C2C(=NC=C1)CCCCCC2